C(C1=CC=CC=C1)(=O)O[C@@H]1[C@H]([C@@H]([C@@H]2CO[C@H]1O2)OC(=S)SC)OCC2=CC=CC=C2 (1S,2R,3S,4R,5S)-3-(benzyloxy)-2-(((methylthio)carbonothioyl)oxy)-6,8-dioxabicyclo[3.2.1]octan-4-yl benzoate